BrC=1C=CC(=C(C=O)C1)NS(N(C)C)(=O)=O 5-bromo-2-[(dimethylsulfamoyl)amino]benzaldehyde